N-[3-chloro-4-[4-[2-(4-hydroxy-4-piperidyl)acetyl]piperazine-1-carbonyl]phenyl]-5-(2,3-difluoro-4-methoxy-phenyl)-1-methyl-imidazole-2-carboxamide formate C(=O)O.ClC=1C=C(C=CC1C(=O)N1CCN(CC1)C(CC1(CCNCC1)O)=O)NC(=O)C=1N(C(=CN1)C1=C(C(=C(C=C1)OC)F)F)C